FC1=NC=C(C=C1C)OC1=CC(=C(C=C1)OC)[N+](=O)[O-] 2-Fluoro-5-(4-methoxy-3-nitro-phenoxy)-3-methylpyridine